C(#CC)N1CCC(CC1)=O 1-(propynyl)piperidin-4-one